3-(2,5-dimethoxyphenyl)-acrylate COC1=C(C=C(C=C1)OC)C=CC(=O)[O-]